C1(CCC1)C1CC(=CC(C1)=O)O 5-cyclobutyl-3-hydroxycyclohex-2-en-1-one